Cl.C(C)(C)(C)N(C(O)=O)C1CNC1 tert-butylazetidin-3-ylcarbamate hydrochloride